C(C1=CC(C(=O)O)=CC=C1)(=O)O.C(CCCC)(N)N pentanediamine isophthalic acid salt